CC(C(=O)[O-])(C)C.[Mg+2].CN1N=C(C2=CC=C(C=C12)N[C@H]1[C@@H](CNCC1)C)N1C(NC(C=C1)=O)=O.CC(C(=O)[O-])(C)C 1-(1-methyl-6-(((3R,4R)-3-methylpiperidin-4-yl)amino)-1H-indazol-3-yl)pyrimidine-2,4(1H,3H)-dione magnesium trimethylacetate